S1C(=NC2=C1C=CC=C2)NC2=C(C=C(N=N2)N(C=2SC(=C(N2)C(=O)OCC)C2CN(C2)C(NCC)=O)C)C ethyl 2-({6-[(1,3-benzothiazol-2-yl)amino]-5-methylpyridazin-3-yl}(methyl)amino)-5-[1-(ethylcarbamoyl)azetidin-3-yl]-1,3-thiazole-4-carboxylate